4-bromo-5-ethynyl-1-methylpyridin-2-one BrC1=CC(N(C=C1C#C)C)=O